ClC1=C2C(N(C(NC2=C(C=C1)S(=O)(=O)C1=CC(=C2C=CN(C2=C1)CCC1CC(C1)C)F)=O)O)=O 5-chloro-8-((4-fluoro-1-(2-(3-methylcyclobutyl)ethyl)-1H-indol-6-yl)sulfonyl)-3-hydroxyquinazoline-2,4(1H,3H)-dione